4-(3-(4-Cyclohexylphenyl)-5-(quinoxalin-6-yl)-4,5-dihydro-1H-pyrazol-1-yl)-4-oxobutanoic acid C1(CCCCC1)C1=CC=C(C=C1)C1=NN(C(C1)C=1C=C2N=CC=NC2=CC1)C(CCC(=O)O)=O